4-amino-3,4-dihydroquinoxaline NN1CC=NC2=CC=CC=C12